2-(4-chloro-3-fluoro-phenoxy)-N-[3-[5-[2-cis-(difluoromethyl)cyclopropyl]-1,3,4-oxadiazol-2-yl]-1-bicyclo[1.1.1]pentanyl]acetamide ClC1=C(C=C(OCC(=O)NC23CC(C2)(C3)C=3OC(=NN3)C3(CC3)C(F)F)C=C1)F